C1(CCC1)N1C=CC=2C1=NC=C(C2)[N+](=O)[O-] 1-cyclobutyl-5-nitro-1H-pyrrolo[2,3-b]pyridine